1-[2,4-bis(trifluoromethyl)phenyl]-N-[(3R)-1-(oxacyclohexan-4-yl)piperidin-3-yl]pyrrolo[1,2-d][1,2,4]triazin-4-amine FC(C1=C(C=CC(=C1)C(F)(F)F)C=1C=2N(C(=NN1)N[C@H]1CN(CCC1)C1CCOCC1)C=CC2)(F)F